C1(CC1)CNC1CNCCC1 N-(cyclopropylmethyl)piperidin-3-amine